[Cl-].[Cl-].C[Zr-6](C1C(=CC2=C(C=3CCCC3C=C12)Br)C)(C1C=C(C=C1)CCCC)(=[SiH2])(=[SiH2])(C)(C)C Tetramethyldisilylene(3-n-butyl-cyclopentadienyl)(2-methyl-4-bromo-1,5,6,7-tetrahydro-s-indacenyl)zirconium (IV) dichloride